2-(benzyl-(2-hydroxyethyl)amino)-1-(5-chloropyridin-2-yl)ethane-1-one C(C1=CC=CC=C1)N(CC(=O)C1=NC=C(C=C1)Cl)CCO